heptane-1,2-dithiol C(C(CCCCC)S)S